tert-butyl 4-(5-amino-6-(4-(azetidin-1-yl)piperidin-1-yl)-2H-indazol-2-yl)piperidine-1-carboxylate NC1=CC2=CN(N=C2C=C1N1CCC(CC1)N1CCC1)C1CCN(CC1)C(=O)OC(C)(C)C